(1-(4-chloro-2-fluorophenyl)piperidin-4-yl)-N-(4-methoxybenzyl)-1-methyl-1H-1,2,4-triazol-5-amine ClC1=CC(=C(C=C1)N1CCC(CC1)C1=NN(C(=N1)NCC1=CC=C(C=C1)OC)C)F